CC1=CC(=NC(=C1)C)C1=NC=CC=C1C=1C=CC=2N(C1)C(=CN2)C(=O)N 6-(4',6'-Dimethyl-[2,2'-bipyridin]-3-yl)imidazo[1,2-a]pyridin-3-carboxamid